(5-methyl-piperidin-3-yl)-8-trifluoromethyl-quinoline CC1CC(CNC1)C1=NC2=C(C=CC=C2C=C1)C(F)(F)F